methyl 4-chloro-3,5-dinitrobenzoate ClC1=C(C=C(C(=O)OC)C=C1[N+](=O)[O-])[N+](=O)[O-]